BrC1=CC=C2C(=NNC2=C1)C=1C=C(C=C(C1F)C(F)(F)F)O 3-(6-Bromo-1H-indazol-3-yl)-4-fluoro-5-(trifluoromethyl)phenol